Methyl (2-((2-aminoethyl)(2-(bis(2-aminoethyl)amino)ethyl)amino)ethyl)glycinate NCCN(CCNCC(=O)OC)CCN(CCN)CCN